BrCC1=NN(C2=NC=CC=C21)C(=O)OC(C)(C)C tert-butyl 3-(bromomethyl)-pyrazolo[3,4-b]pyridine-1-carboxylate